octadecylphosphonic acid C(CCCCCCCCCCCCCCCCC)P(O)(O)=O